2-((1R,6S)-6-amino-2,2-difluorocyclohexyl)-3-bromo-N-(but-2-yn-1-yl)-5-chlorothieno[3,2-b]pyridin-7-amine trifluoroacetate FC(C(=O)O)(F)F.N[C@H]1CCCC([C@@H]1C1=C(C2=NC(=CC(=C2S1)NCC#CC)Cl)Br)(F)F